tert-butyl N-(tert-butoxycarbonyl)-N-(6-{3-[(4-methyl-6-propanoylpyridin-3-yl)amino]pyridin-2-yl}pyrimidin-4-yl)carbamate C(C)(C)(C)OC(=O)N(C(OC(C)(C)C)=O)C1=NC=NC(=C1)C1=NC=CC=C1NC=1C=NC(=CC1C)C(CC)=O